ClC1=CC(=C(C=C1)C1=CC(=CC=C1)[N+](=O)[O-])Cl 1,3-dichloro-4-(3-nitrophenyl)benzene